C1(O)=C(O)C(=CC=C1)B(O)O catechol-boronic acid